4-chloro-N-(2-(piperidin-1-yl)phenyl)benzenesulfonamide ClC1=CC=C(C=C1)S(=O)(=O)NC1=C(C=CC=C1)N1CCCCC1